C(#N)CC1(C(CN(CC1)CC1=CC=C(C=C1)C=1OC(=CC1)C)F)N1N=C(C(=C1)C(=O)N)NC(=O)C1CC1 1-[4-(cyanomethyl)-3-fluoro-1-[[4-(5-methyl-2-furyl)phenyl]methyl]-4-piperidyl]-3-(cyclopropanecarbonylamino)pyrazole-4-carboxamide